C(C1=CC=CC=C1)N1N=NC(=C1)CO (1-Benzyl-1H-1,2,3-triazole-4-yl)methanol